BrC1=C(C(=C(N)C=C1)F)F 4-bromo-2,3-difluoro-aniline